C(C)(C)(C)OC(=O)C1=CC(=CC2=NC3=CC=CC=C3C=C12)C(=O)O 1-(tert-butoxycarbonyl)acridine-3-carboxylic acid